(R)-(1-(pyridin-3-ylmethyl)pyrrolidin-3-yl)methanol N1=CC(=CC=C1)CN1C[C@@H](CC1)CO